AZA-IMIDAZOPYRIDIN N1N=NC2=C1C=CC=N2